tert-butyl 3-((7-((tert-butoxycarbonyl)(4-(pyridine-2-yl)benzyl)amino)-3-cyclopropylpyrazolo[1,5-a]pyrimidin-5-yl)amino)azetidine-1-carboxylate C(C)(C)(C)OC(=O)N(C1=CC(=NC=2N1N=CC2C2CC2)NC2CN(C2)C(=O)OC(C)(C)C)CC2=CC=C(C=C2)C2=NC=CC=C2